methylmethacrylat COC(C(=C)C)=O